N-methylethyl-3,3-dimethylpiperidinium C[N+]1(CC(CCC1)(C)C)CC